(1SR,3SR)-3-isopropyl-1-vinylcyclopentyl acetate C(C)(=O)O[C@@]1(C[C@H](CC1)C(C)C)C=C |r|